C(#N)C1=CC=C(C(=O)NC=2C=CC(=C(C2)NC(=O)C2=CN=CN2C)C)C=C1 N-{5-[(4-cyanobenzoyl)amino]-2-methylphenyl}-1-methyl-1H-imidazole-5-carboxamide